(2,6-Dichloropyridin-4-yl)methyl L-isoleucinate hydrochloride Cl.N[C@@H]([C@@H](C)CC)C(=O)OCC1=CC(=NC(=C1)Cl)Cl